3'-methyl-2'-oxo-2,2',3,3',5,6-hexahydrospiro[pyran-4,1'-pyrrolo[2,3-c]quinolin] CN1C(C2(C3=C1C=NC=1C=CC=CC31)CCOCC2)=O